1-benzyl-4,4'-bipyridinium chloride [Cl-].C(C1=CC=CC=C1)[N+]1=CC=C(C=C1)C1=CC=[NH+]C=C1.[Cl-]